CC12N(C(=NO1)C1[C@H]3CN(C[C@@H]13)C(=O)OC(C)(C)C)CCC2 tert-butyl (1R,5S,6r)-6-(7a-methyl-5,6,7,7a-tetrahydropyrrolo[1,2-d][1,2,4]oxadiazol-3-yl)-3-azabicyclo[3.1.0]hexane-3-carboxylate